(S)-2-(2-methoxyethyl-4-(2-(((S)-1-methylpyrrolidin-2-yl)methoxy)-7-(naphthalen-1-yl)-5,6,7,8-tetrahydropyrido[3,4-d]pyrimidin-4-yl)piperazin-1-yl)prop-2-en-1-one COCC[C@@H]1N(CCN(C1)C=1C2=C(N=C(N1)OC[C@H]1N(CCC1)C)CN(CC2)C2=CC=CC1=CC=CC=C21)C(C=O)=C